C(=O)(OC(C)(C)C)N1NN(CCCC1)C(=O)OC(C)(C)C bis-Boc-triazepan